{4-[(5-Chloro-thiophen-2-ylmethyl)-(methyl)amino]-2-trifluoromethyl-phenyl}-carbamic acid propyl ester C(CC)OC(NC1=C(C=C(C=C1)N(C)CC=1SC(=CC1)Cl)C(F)(F)F)=O